C1(=CC=CC=2SC3=C(C21)C=CC=C3)C3=CC(=C(C=C3)B(O)O)NC3=CC=CC=C3 (4-(dibenzo[b,d]thiophen-1-yl)-2-(phenylamino)phenyl)boronic acid